1-(3-((2-chloro-5-(trifluoromethyl)pyrimidin-4-yl)amino)propyl)piperidin-2-one ClC1=NC=C(C(=N1)NCCCN1C(CCCC1)=O)C(F)(F)F